C(#N)CCNC(=O)C=1N=C(OC1)CC1=CC=C(C=C1)C1=NOC(=N1)C(F)(F)F N-(2-cyanoethyl)-2-[[4-[5-(trifluoromethyl)-1,2,4-oxadiazol-3-yl]phenyl]methyl]-4-oxazolecarboxamide